O=C1NC(CC[C@H]1N1C(C2=CC=C(C=C2C1)CNC(=O)NC1=CC=C(C=C1)OCC1CC(C1)CO)=O)=O |r| rac-1-((2-(2,6-Dioxopiperidin-3-yl)-1-oxoisoindolin-5-yl)methyl)-3-(4-(((1s,3s)-3-(hydroxymethyl)cyclobutyl)methoxy)phenyl)urea